P(=O)([O-])([O-])[O-].[Na+6].N[C@@H]1C[C@H](C1)CO.P(=O)([O-])([O-])[O-] [(trans)-3-aminocyclobutyl]methanol sodium (VI) phosphate